ClC1=C2N=CN(C2=NC(=N1)SCCC)CCC 6-chloro-9-propyl-2-(propylsulfanyl)-9H-purine